[Cl-].[Cl-].C1=C(C=CC2=CC=CC=C12)C(=[Zr+2](C1C(C=2C(C=3C(=C4C=5CC(C=CC5CC24)(C)C)C(=CC3)C)=C1C)(C)C)C1C=CC=C1)C1=CC3=CC=CC=C3C=C1 di(2-naphthyl)methylene(cyclopentadienyl)(1,1',3,6,8,8'-hexamethyl-2,7-dihydrodicyclopentafluorenyl)zirconium dichloride